N1(C=NC=C1)C1=CC=C(C=N1)C#CC1=NC=C(N=C1F)N1C[C@@H](NCC1)COC (R)-2-((6-(1H-imidazol-1-yl)pyridin-3-yl)ethynyl)-3-fluoro-5-(3-(methoxymethyl)piperazin-1-yl)pyrazine